N1N=CC2=C(C=CC=C12)CC1=CC(=CC(=N1)C(=O)NC)C(=O)N[C@@H]1[C@H](C1)C 6-((1H-indazol-4-yl)methyl)-N2-methyl-N4-((1S,2S)-2-methylcyclopropyl)pyridine-2,4-dicarboxamide